1-(2-methylbenzoyl)piperidin CC1=C(C(=O)N2CCCCC2)C=CC=C1